(E)-2,6-difluoro-N'-tosylbenzohydrazonoyl chloride FC1=C(/C(=N\NS(=O)(=O)C2=CC=C(C)C=C2)/Cl)C(=CC=C1)F